N-[3-(1,1-difluoropropyl)phenyl]-3-methyl-1-[1-(2-methylbenzoyl)indol-6-yl]-5-oxo-4H-pyrazole-4-carboxamide FC(CC)(F)C=1C=C(C=CC1)NC(=O)C1C(=NN(C1=O)C1=CC=C2C=CN(C2=C1)C(C1=C(C=CC=C1)C)=O)C